2-(5-(benzyl(2-hydroxyethyl)amino)pentyl)isoindole-1,3-dione C(C1=CC=CC=C1)N(CCCCCN1C(C2=CC=CC=C2C1=O)=O)CCO